CN1CCC(CC1)CN1C(=NC2=C1CNC2)C=2C=C1C=NNC1=CC2 5-(((1-methylpiperidin-4-yl)methyl)-1,4,5,6-tetrahydropyrrolo[3,4-d]imidazol-2-yl)-1H-indazole